4-amino-3-(4-phenoxyphenyl)-1-[(3R)-1-prop-2-enoyl-3-piperidyl]imidazo[4,5-c]pyridin-2-one NC1=NC=CC2=C1N(C(N2[C@H]2CN(CCC2)C(C=C)=O)=O)C2=CC=C(C=C2)OC2=CC=CC=C2